methyl 3-(5-(2,6-dimethylphenyl)pyridin-3-yl)-3-(4-methyl-2-(2-oxopyridin-1(2H)-yl)pentanamido)propanoate CC1=C(C(=CC=C1)C)C=1C=C(C=NC1)C(CC(=O)OC)NC(C(CC(C)C)N1C(C=CC=C1)=O)=O